2-hydroxy-4-[(3S)-2-oxopiperidin-3-yl]Butyramide OC(C(=O)N)CC[C@H]1C(NCCC1)=O